5-(2,4-difluorophenoxy)-6-fluoro-3-(((3-fluoropyridin-2-yl)methyl)amino)-4H-benzo[e][1,2,4]thiadiazine 1,1-dioxide FC1=C(OC2=C(C=CC3=C2NC(=NS3(=O)=O)NCC3=NC=CC=C3F)F)C=CC(=C1)F